COC(C1=C(C=C(C=C1)Br)OC[C@H](CCCCNC(=O)OCC1=CC=CC=C1)NC(CN(C)C(=O)OC(C)(C)C)=O)=O.OCC(NC(C(=C)C)=O)(CO)CO N-[tri(hydroxymethyl)methyl]methacrylamide Methyl-(S)-2-((6-(((benzyloxy)carbonyl)amino)-2-(2-((tert-butoxycarbonyl)(methyl)amino)acetamido)hexyl)oxy)-4-bromobenzoate